tertiary butyl-m-cresol ethyl-(2R)-2-fluoro-2-[[(2S,5R)-2-(hydroxymethylcarbamoyl)-3-methyl-7-oxo-1,6-diazabicyclo[3.2.1]oct-3-en-6-yl]oxy]acetate C(C)[C@@](C(=O)OC1=CC=CC(=C1C(C)(C)C)C)(ON1[C@@H]2C=C([C@H](N(C1=O)C2)C(NCO)=O)C)F